BrC1=CC=C(C=C1)C(CCC)=O 1-(4-bromophenyl)butan-1-one